C(C)C1=CN=C(S1)C=1C=C(C(=O)N[C@H](C)C=2N=NC(=CC2)C(F)(F)F)C=C(C1)OC[C@H]1COCC1 3-(5-Ethyl-1,3-thiazol-2-yl)-5-[(3R)-tetrahydro-furan-3-ylmethoxy]-N-{(1R)-1-[6-(trifluoromethyl)pyridazin-3-yl]ethyl}benzamide